4a-(2-Chloro-3-fluorophenyl)hexahydro-2H-benzo[b][1,4]oxazin-3(4H)-one ClC1=C(C=CC=C1F)C12C(OCC(N1)=O)CCCC2